C1=C2C=C3N(C2=CC=C1)CCCC3 6,7,8,9-tetrahydropyrido[1,2-a]indole